N-(cis-3-(3-(2-(3-methylisoxazol-5-yl)acetamido)-1H-pyrazol-5-yl)cyclopentyl)benzamide CC1=NOC(=C1)CC(=O)NC1=NNC(=C1)[C@H]1C[C@H](CC1)NC(C1=CC=CC=C1)=O